ClC=1C(=CC2=C([C@@H](C[C@@H](O2)C(=O)NC23CC(C2)(C3)NC(COC3=CC(=C(C=C3)Cl)F)=O)O)C1)F |r| Rac-(2R,4R)-6-chloro-N-{3-[2-(4-chloro-3-fluorophenoxy)acetamido]bicyclo[1.1.1]pent-1-yl}-7-fluoro-4-hydroxy-3,4-dihydro-2H-1-benzopyran-2-carboxamide